The molecule is an ether that is (S)-(4-chlorophenyl)(pyridin-2-yl)methanol in which the hydroxyl hydrogen is substituted by a 1-(3-carboxypropyl)piperidin-4-yl group. A topical, selective and non-sedating histamine (H1) receptor antagonist used (as its benzenesulfonate salt) for treatment of itching associated with allergic conjunctivitis. It has a role as a H1-receptor antagonist and an anti-allergic agent. It is a member of pyridines, a monocarboxylic acid, a member of piperidines, an ether and a member of monochlorobenzenes. It is a conjugate base of a bepotastine(1+). C1CN(CCC1O[C@@H](C2=CC=C(C=C2)Cl)C3=CC=CC=N3)CCCC(=O)O